NC1=NC(=NN1)CCCCCCC1=NNC(=N1)N 3,3'-hexamethylenebis(5-amino-1H-1,2,4-triazole)